ClC1=CC(=C(C=C1Cl)O)C(C1CCNCC1)O 4,5-dichloro-2-[hydroxy(piperidin-4-yl)methyl]phenol